FC1C(C1)C(=O)NC=1N=C2N(C=C(C=C2)C=2C=NC=C(C2C)F)C1C 2-fluoro-N-(6-(5-fluoro-4-methylpyridin-3-yl)-3-methylimidazo[1,2-a]pyridin-2-yl)cyclopropane-1-carboxamide